ClC1=CC=C(C=C1)NC(=O)N[C@](C)(CC)C(=O)O (-)-N-[(4-chlorophenyl)carbamoyl]-D-isovaline